N(=[N+]=[N-])C1=NC(=C(C=C1F)Cl)OC1=C(C=CC=C1)OCC1=CC=CC=C1 2-azido-6-(2-benzyloxyphenoxy)-5-chloro-3-fluoropyridine